FC(CN1[C@@H](C=2NC3=CC=CC=C3C2C[C@H]1C)C=1SC(=CC1)O[C@@H]1CNCC1)(C)C (1S,3R)-2-(2-fluoro-2-methylpropyl)-3-methyl-1-(5-(((S)-pyrrolidin-3-yl)oxy)thiophen-2-yl)-2,3,4,9-tetrahydro-1H-pyrido[3,4-b]indole